(R)-1-(4-((5-(1-(2,2-difluoroethyl)-1H-benzo[d][1,2,3]triazol-6-yl)-6-fluoro-4-(methoxy-d3)pyrrolo[2,1-f][1,2,4]triazin-2-yl)amino)-3,3-difluoropiperidin-1-yl)-2-hydroxyethan-1-one FC(CN1N=NC2=C1C=C(C=C2)C=2C(=CN1N=C(N=C(C12)OC([2H])([2H])[2H])N[C@H]1C(CN(CC1)C(CO)=O)(F)F)F)F